benzyl ((S)-2-((4-(((tert-butyldimethylsilyl)oxy)methyl)pyridin-2-yl)amino)-1-((1s,4R)-4-methylcyclohexyl)-2-oxoethyl)carbamate [Si](C)(C)(C(C)(C)C)OCC1=CC(=NC=C1)NC([C@H](C1CCC(CC1)C)NC(OCC1=CC=CC=C1)=O)=O